C(C)OC(=O)C1=C(C2=C(N=C(N=C2)NC2=NC=C(C=C2)N2CCN(CC2)C(=O)OC(C)(C)C)N(C1=O)C1CCCC1)C 2-[5-(4-tert-butoxycarbonyl-piperazin-1-yl)-pyridin-2-ylamino]-8-cyclopentyl-5-methyl-7-oxo-7,8-dihydro-pyrido[2,3-d]pyrimidine-6-carboxylic acid ethyl ester